N-(imino-(2-methyl-3-phenyl-morpholin-4-yl)-methyl)guanidine Methyl-1-(4-methoxybenzyl)tetrahydro-1H-furo[3,4-b]pyrrole-3a(4H)-carboxylate CC1CC2(C(N1CC1=CC=C(C=C1)OC)COC2)C(=O)O.N=C(NC(=N)N)N2C(C(OCC2)C)C2=CC=CC=C2